C(=O)(OC1CCC(CC1)C(C)(C)C)OOC(=O)OC1CCC(CC1)C(C)(C)C bis(4-tertiary butylcyclohexyl) peroxydicarbonate